Glutaminyl-ethyl-indole N[C@@H](CCC(N)=O)C(=O)C1=C(NC2=CC=CC=C12)CC